N-(3-acetyl-5-methylthiophene-2-yl)-3-oxobutanamide C(C)(=O)C1=C(SC(=C1)C)NC(CC(C)=O)=O